tert-butyl 7-(5-chloro-2-(2-(5-cyano-6-hydroxy-2-methyl-4-oxopyrido[3,4-d]pyrimidin-3(4H)-yl)ethoxy)phenyl)-5-methylthieno[3,2-b]pyridine-3-carboxylate ClC=1C=CC(=C(C1)C1=C2C(=NC(=C1)C)C(=CS2)C(=O)OC(C)(C)C)OCCN2C(=NC1=C(C2=O)C(=C(N=C1)O)C#N)C